3-((1-(3-cyclopropyl-3-phenylpropionyl)-4-hydroxypiperidin-4-yl)methyl)-7-(1-(methylamino)-2,3-dihydro-1H-inden-5-yl)thieno[3,4-d]pyrimidin-4(3H)-one C1(CC1)C(CC(=O)N1CCC(CC1)(O)CN1C=NC=2C(C1=O)=CSC2C=2C=C1CCC(C1=CC2)NC)C2=CC=CC=C2